FC=1C=C(CN2C(=NC3=NC=C(C=C32)C=3C=CN2N=CN=C(C23)OC)C(C)O)C=C(C1)F 1-(1-(3,5-difluorobenzyl)-6-(4-methoxypyrrolo[2,1-f][1,2,4]triazin-5-yl)-1H-imidazo[4,5-b]pyridin-2-yl)ethanol